CC(C#N)N[N+](=O)[O-] nitraminopropionitrile